[Br-].NC(C)C1=NC=CN1C=C 1-aminoethyl-3-vinyl-imidazole bromide salt